4-(tert-butyl)-6-chloro-2-phenylpyrimidine C(C)(C)(C)C1=NC(=NC(=C1)Cl)C1=CC=CC=C1